C(C)OC(=O)C=1C=NC=2N(C1O)N=C(C2)C=2C=NC=CC2 7-hydroxy-2-(pyridine-3-yl)pyrazolo[1,5-a]Pyrimidine-6-carboxylic acid ethyl ester